FC1(CCC(CC1)N1C(N([C@H](C1)C#N)C1=CN=CC2=CC=CC=C12)=O)F (R)-1-(4,4-difluorocyclohexyl)-3-(isoquinolin-4-yl)-2-oxoimidazoline-4-carbonitrile